3,5-bis(4-(4-(4,5-dihydro-1H-imidazol-2-yl)phenyl)-1H-1,2,3-triazol-1-yl)benzoic acid N1C(=NCC1)C1=CC=C(C=C1)C=1N=NN(C1)C=1C=C(C(=O)O)C=C(C1)N1N=NC(=C1)C1=CC=C(C=C1)C=1NCCN1